FC=1SC(=C(N1)S(=O)(=O)ON=C(CS(=O)(=O)C(C)(C)C)N)F N'-{[(2,5-difluoro-1,3-thiazol-4-yl)sulfonyl]oxy}-2-(2-methylpropane-2-sulfonyl)ethanimidamide